2-(2-chloro-5-methyl-4-(4,4,5,5-tetramethyl-1,3,2-dioxaborolan-2-yl)phenyl)-2-(methyl-d3)propan-1,1,3,3,3-d5-1-ol ClC1=C(C=C(C(=C1)B1OC(C(O1)(C)C)(C)C)C)C(C(O)([2H])[2H])(C([2H])([2H])[2H])C([2H])([2H])[2H]